ClC1=CC(=C(C=O)C=C1)O 4-chloro-2-hydroxybenzaldehyde